3-CHLORO-4-(TRIFLUOROMETHYL)PHENYLBORONIC ACID ClC=1C=C(C=CC1C(F)(F)F)B(O)O